ClC1=CC=C2C(=N1)N=C(O2)N2CCN(CC2)C(=O)C=2C=C(C(=NC2)OCC2(COC2)C#N)C 3-[[5-[4-(5-chlorooxazolo[4,5-b]pyridin-2-yl)piperazine-1-carbonyl]-3-methyl-2-pyridyl]oxymethyl]oxetane-3-carbonitrile